4-(4-{[(3S)-2-(2-methylpropanoyl)-1,2,3,4-tetrahydroisoquinolin-3-yl]methyl}piperazin-1-yl)-2-(1H-pyrrolo[2,3-b]pyridin-5-yloxy)benzoic acid CC(C(=O)N1CC2=CC=CC=C2C[C@H]1CN1CCN(CC1)C1=CC(=C(C(=O)O)C=C1)OC=1C=C2C(=NC1)NC=C2)C